C1(CC1)N(CC[C@@H](C(=O)O)NC(=O)C=1C(NC=CC1)=O)CCCCC1=NC=2NCCCC2C=C1 (S)-4-(cyclopropyl(4-(5,6,7,8-tetrahydro-1,8-naphthyridin-2-yl)butyl)amino)-2-(2-oxo-1,2-dihydropyridine-3-carboxamido)butanoic acid